N-(2-aminophenyl)pyridine-2-carboxamide C1=CC=C(C(=C1)N)NC(=O)C2=CC=CC=N2